2-(cyclopropylmethyl)-N-(4-methylphenyl)-8-phenyl-2,3-dihydro-1H-benzofuro[4,5-E][1,3]oxazine-9-carboxamide C1(CC1)CN1COC2=C(C1)C=1C(=C(OC1C=C2)C2=CC=CC=C2)C(=O)NC2=CC=C(C=C2)C